BrCC1(OCC(O1)C)C1=C(C=C(C=C1)OC1=CC=C(C=C1)Cl)Cl 2-(bromomethyl)-2-[2-chloro-4-(4-chlorophenoxy)phenyl]-4-methyl-1,3-dioxolane